C1OC=2C=C(C=CC2O1)C=1N(C2=CC=CC=C2C1C(=O)N)CC1=CC=C(C=C1)C(NCO)=O (3,4-methylenedioxyphenyl)-1-(4-(hydroxymethylcarbamoyl)benzyl)-1H-indole-3-carboxamide